platinum-iron-cobalt-copper [Cu].[Co].[Fe].[Pt]